CN1C2=CC=CC=C2N(C=2C=CC=CC12)C=1C=C(C=CC1)C1=C(C=CC(=C1C1=CC=C(C=C1)C=1SC2=C(N1)C=CC=C2)C2=CC(=CC=C2)N2C=1C=CC=CC1N(C1=CC=CC=C21)C)C2=CC=C(C=C2)C=2SC1=C(N2)C=CC=C1 2,2'-(2',4'-bis(3-(10-methylphenazin-5(10H)-yl)phenyl)-[1,1':3',1''-terphenyl]-4,4''-diyl)bis(benzo[d]thiazole)